N1=C(C=CC=2CCCNC12)CCCCN(CC[C@@H](C(=O)O)NC1=NC=C(C=N1)C(F)(F)F)CCOCC(F)(F)F (S)-4-((4-(5,6,7,8-tetrahydro-1,8-naphthyridin-2-yl)butyl)(2-(2,2,2-trifluoroethoxy)ethyl)amino)-2-((5-(trifluoromethyl)pyrimidin-2-yl)amino)butanoic acid